OC1=C(C=C(C=C1C(C)(C)C)C(C)(C)C)N1N=C2C(=N1)C=CC=C2 2-(2'-hydroxy-3',5-di-t-butylphenyl)-benzotriazole